CN1C=NC2=C1C=C(C=C2)C(=O)OC methyl 1-methyl-1H-benzo[d]imidazole-6-carboxylate